5-(2-fluoro-6-methoxyphenyl)-3-(4-(3-(hydroxymethyl)-4-methylpiperazin-1-yl)phenyl)-1H-pyrazolo[4,3-c]pyridazin-6(5H)-one FC1=C(C(=CC=C1)OC)N1N=C2C(=CC1=O)NN=C2C2=CC=C(C=C2)N2CC(N(CC2)C)CO